4-nitrophenyl 5-(((3-cyanophenoxy)(2-((3-methylbutanoyl)thio)ethoxy)phosphoryl)difluoromethyl)benzo[b]thiophene-2-carboxylate C(#N)C=1C=C(OP(=O)(OCCSC(CC(C)C)=O)C(C2=CC3=C(SC(=C3)C(=O)OC3=CC=C(C=C3)[N+](=O)[O-])C=C2)(F)F)C=CC1